tert-Butyl 4-formylbenzylcarbamate C(=O)C1=CC=C(CNC(OC(C)(C)C)=O)C=C1